8-((2S,5R)-2,5-dimethylpiperazin-1-yl)-2-(hydroxymethyl)-5-methylimidazo[1,2-b]pyridazin-6(5H)-one C[C@@H]1N(C[C@H](NC1)C)C=1C=2N(N(C(C1)=O)C)C=C(N2)CO